O(C)C1CCCCC1 methoxyl-cyclohexane